C(C1=CC=CC=C1)OCC1=NNC(N1CC)=O 3-((benzyloxy)methyl)-4-ethyl-5-oxo-4,5-dihydro-1H-1,2,4-triazole